Cl.S(=O)(=O)([O-])[O-].[Al+3].S(=O)(=O)([O-])[O-].S(=O)(=O)([O-])[O-].[Al+3] aluminum sulfate, hydrochloride